C(C)(C)(C)OC(N[C@H](C(=O)NNCCC(=O)N)CC1CCCCC1)=O (S)-(1-(2-(3-amino-3-oxo-propyl)hydrazino)-3-cyclohexyl-1-oxo-propan-2-yl)carbamic acid tert-butyl ester